(R)-(5-(tert-butyl)-1,3,4-oxadiazol-2-yl)(4-(4-(trifluoromethyl)pyrazolo[1,5-a]pyridin-2-yl)-6,7-dihydro-1H-imidazo[4,5-c]pyridin-5(4H)-yl)methanone C(C)(C)(C)C1=NN=C(O1)C(=O)N1[C@H](C2=C(CC1)NC=N2)C2=NN1C(C(=CC=C1)C(F)(F)F)=C2